1-(4-benzylmorpholin-2-yl)butane-1,3-dione C(C1=CC=CC=C1)N1CC(OCC1)C(CC(C)=O)=O